CC1C=C2C(C2(C)C)CC1O caren-4-ol